(Z)-N'-(6-chloropyridin-2-yl)-4-(1,4,4,4-tetrafluoro-3-(3,4,5-trichlorophenyl)but-1-en-1-yl)-2-(trifluoromethyl)benzoyl-hydrazine ClC1=CC=CC(=N1)NNC(C1=C(C=C(C=C1)/C(=C/C(C(F)(F)F)C1=CC(=C(C(=C1)Cl)Cl)Cl)/F)C(F)(F)F)=O